F[C@@H]1[C@@H](C1)C(=O)NC1=CC(=C(C=C1)F)N1N=C2N=CC(=CC2=C1)C1=NC=CC=C1 (1S,2S)-2-fluoro-N-{4-fluoro-3-[5-(pyridin-2-yl)-2H-pyrazolo[3,4-b]pyridin-2-yl]phenyl}cyclopropane-1-carboxamide